7-ethoxybenzofuran-2-carbaldehyde C(C)OC1=CC=CC=2C=C(OC21)C=O